N-[3-methyl-2H,4H,5H,6H-cyclopenta[c]pyrazol-6-yl]hydroxylamine CC1=C2C(=NN1)C(CC2)NO